(3-acetamido-4-oxo-4-(phenylamino)butyl)(methyl)(prop-2-yn-1-yl)sulfonium C(C)(=O)NC(CC[S+](CC#C)C)C(NC1=CC=CC=C1)=O